OC1CCC(CC1)N1N=CC=C1 ((1r,4R)-4-hydroxycyclohexyl)-1H-pyrazol